NN1C(C(NC=2C(=CC=CC12)C#N)=O)C1CC1 1-amino-2-cyclopropyl-3-oxo-1,2,3,4-tetrahydroquinoxaline-5-carbonitrile